N-octadecyl-2-methyl-3-benzyloxypyridin-4-one C(CCCCCCCCCCCCCCCCC)N1C(=C(C(C=C1)=O)OCC1=CC=CC=C1)C